3-(5-cyclopropyl-2-methylpyrazol-3-yl)oxy-4-[5-[(2-oxopiperazin-1-yl)methyl]pyridin-2-yl]benzonitrile C1(CC1)C=1C=C(N(N1)C)OC=1C=C(C#N)C=CC1C1=NC=C(C=C1)CN1C(CNCC1)=O